2-chlorotrimethylphenyl chloride ClC1=C(C=C(C(=C1C)C)C)Cl